ClC=1C(=NC(=NC1)NCC1=CC=C(C=C1)F)NC1=C(C=CC=C1)P(C)C (2-((5-Chloro-2-((4-fluorobenzyl)amino)pyrimidin-4-yl)amino)phenyl)dimethyl-phosphine